([4-amino-7-bromo-1H-imidazo[4,5-c]quinolin-2-yl]methyl)-N-ethylcarbamic acid tert-butyl ester C(C)(C)(C)OC(N(CC)CC=1NC2=C(C(=NC=3C=C(C=CC23)Br)N)N1)=O